2-(7-((2S,5R)-2,5-diethyl-4-(1-(1-ethyl-1H-imidazo[4,5-b]pyridin-2-yl)ethyl)piperazin-1-yl)-4-methyl-5-oxo-4,5-dihydro-2H-pyrazolo[4,3-b]pyridin-2-yl)acetonitrile C(C)[C@@H]1N(C[C@H](N(C1)C(C)C=1N(C=2C(=NC=CC2)N1)CC)CC)C=1C=2C(N(C(C1)=O)C)=CN(N2)CC#N